CC1=C(C(=NO1)OC[C@H]1CNCCC1)C1=CC=2N(C=C1)N=C(C2)NC(=O)C2CC2 N-[5-[5-methyl-3-[[(3R)-3-piperidyl]methoxy]isoxazol-4-yl]pyrazolo[1,5-a]pyridin-2-yl]cyclopropanecarboxamide